imidazo[1,2-a]pyrazine-6-carboxylic acid methyl ester COC(=O)C=1N=CC=2N(C1)C=CN2